NC1=CC=C2C(=N1)CC[C@H]2NC([C@H](C)NC(=O)[C@@H]2NCCC(=C2)C2=CC=C(C=C2)F)=O (R)-N-((S)-1-(((R)-2-amino-6,7-dihydro-5H-cyclopenta[b]pyridin-5-yl)amino)-1-oxopropan-2-yl)-4-(4-fluorophenyl)-1,2,5,6-tetrahydropyridine-2-carboxamide